C(C)N(CCN(C(=O)C1=CC=C2/C(/C(NC2=C1)=O)=C/C=1NC(=CC1C)C)C)CC (Z)-N-(2-(diethylamino)ethyl)-3-((3,5-dimethyl-1H-pyrrol-2-yl)methylene)-N-methyl-2-oxindole-6-carboxamide